ClC1=C(C(=CC=C1)C)NC(=O)C1=CN=C(S1)NC1=NC(=NC(=C1)N1CCN(CC1)CC=1C=C2C(N(C(C2=CC1F)=O)C1C(NC(CC1)=O)=O)=O)C N-(2-chloro-6-methylphenyl)-2-((6-(4-((2-(2,6-dioxopiperidin-3-yl)-6-fluoro-1,3-dioxoisoindolin-5-yl)methyl)piperazin-1-yl)-2-methylpyrimidin-4-yl)amino)thiazole-5-carboxamide